NC=1N=C(C2=C(N1)C=CN(C2=O)CC2=CC=C(C=C2)C=2NCCN2)NCCCC 2-amino-4-(butylamino)-6-(4-(4,5-dihydro-1H-imidazol-2-yl)benzyl)pyrido[4,3-d]pyrimidin-5(6H)-one